(E)-(4-amino-3,5-difluorophenyl)(8-(8-amino-3-methyl-6-(trifluoromethyl)-[1,2,4]triazolo[4,3-a]pyridin-7-yl)-1-(2-ethoxyvinyl)indolizin-3-yl)methanone NC1=C(C=C(C=C1F)C(=O)C1=CC(=C2C(=CC=CN12)C1=C(C=2N(C=C1C(F)(F)F)C(=NN2)C)N)\C=C\OCC)F